4-((1-Methyl-6-(methylsulfanyl)-1H-pyrazolo[3,4-d]pyrimidin-4-yl)aminomethyl)-benzenesulfonamide CN1N=CC=2C1=NC(=NC2NCC2=CC=C(C=C2)S(=O)(=O)N)SC